4,8-dimethylnona-1,2,7-trien-4-ol CC(C=C=C)(CCC=C(C)C)O